6,7-dihydro-4H-thieno[3,2-c]thiopyran-2-carboxylic acid 5,5-dioxide S1C(=CC=2CS(CCC21)(=O)=O)C(=O)O